[(1S)-1-[(3aR,5S,6aR)-2,2-dimethyl-3a,5,6,6a-tetrahydrofuro[2,3-d][1,3]dioxol-5-yl] propyl] acetate C(C)(=O)O[C@@H](CC)[C@@H]1C[C@@H]2[C@@H](OC(O2)(C)C)O1